BrC1=CC(=C(C=C1)C=1C(=CC=CC1O)O)F 4'-bromo-2'-fluoro-[1,1'-biphenyl]-2,6-diol